(S)-2-(4-(6-((2,4-dimethylthiazol-5-yl)methoxy)pyridin-2-yl)-2,5-difluorobenzyl)-1-(oxetan-2-ylmethyl)-1H-benzo[d]imidazole-6-carboxylic acid CC=1SC(=C(N1)C)COC1=CC=CC(=N1)C1=CC(=C(CC2=NC3=C(N2C[C@H]2OCC2)C=C(C=C3)C(=O)O)C=C1F)F